C(C)(C)(C)OC(=O)N1CC(CCC1)COC=1C(=NC=CC1)C(F)(F)F 3-(((2-(trifluoromethyl)pyridin-3-yl)oxy)methyl)piperidine-1-carboxylic acid tert-butyl ester